3-(Tert-butyl)-1-(4-(trifluoromethoxy)phenyl)-1H-pyrazol-5-amine C(C)(C)(C)C1=NN(C(=C1)N)C1=CC=C(C=C1)OC(F)(F)F